C1CCC2=C(C=3CCCC3C=C12)NC(=O)O[C@@H](C(=O)OCC)CCC1=CC=CC=C1 Ethyl (2R)-2-{[(1,2,3,5,6,7-hexahydro-s-indacen-4-yl) carbamoyl] oxy}-4-phenylbutyrate